C(N)(=O)CCC1(C2=CC=CC=C2C=2C=CC=CC12)CCC(N)=O 9,9-di-(β-carbamoyl-ethyl)fluorene